2-(5-chloro-4-methoxy-1H-indole-2-carbonyl)-N-[(1S)-1-cyano-2-[(3S)-2-oxo-3-piperidyl]ethyl]-2-azaspiro[4.5]decane-3-carboxamide ClC=1C(=C2C=C(NC2=CC1)C(=O)N1CC2(CC1C(=O)N[C@@H](C[C@H]1C(NCCC1)=O)C#N)CCCCC2)OC